N-(4-(5-(2-(4-Fluoropiperidin-1-yl)-6-methylpyridin-4-yl)-1,3,4-oxadiazol-2-yl)-3-(6-azaspiro[2.5]octan-6-yl)phenyl)-2-hydroxyethane-sulfonamide FC1CCN(CC1)C1=NC(=CC(=C1)C1=NN=C(O1)C1=C(C=C(C=C1)NS(=O)(=O)CCO)N1CCC2(CC2)CC1)C